bis(1-methyl-3-(2,4-dimethylpentan-2-yl)cyclopentadienyl)zirconium dichloride [Cl-].[Cl-].CC1(C=C(C=C1)C(C)(CC(C)C)C)[Zr+2]C1(C=C(C=C1)C(C)(CC(C)C)C)C